4-[3-(2-fluoroethyl)cyclohexen-1-yl]but-3-en-2-one FCCC1C=C(CCC1)C=CC(C)=O